sulfur potassium pyrimidine N1=CN=CC=C1.[K].[S]